methyl (2,5,8,11,14,17,20,23,26,29,32,35,38,41,44,47,50,53,56,59,62,65-docosaoxaheptahexacontan-67-yl) carbonate C(OC)(OCCOCCOCCOCCOCCOCCOCCOCCOCCOCCOCCOCCOCCOCCOCCOCCOCCOCCOCCOCCOCCOCCOC)=O